CN1N=CC=C1C=1C=C2C=CN(C(C2=CC1)=O)CC=1C=C(C(=O)NC2CCN(CC2)C)C=CC1 3-((6-(1-Methyl-1H-pyrazol-5-yl)-1-oxoisoquinolin-2(1H)-yl)methyl)-N-(1-methylpiperidin-4-yl)benzamide